tert-butyl 2-(5-(2-(4-bromo-6-chloro-1-(tetrahydro-2H-pyran-2-yl)-1H-indazol-5-yl)ethyl)oxazol-2-yl)-2-((tert-butyldimethylsilyl)oxy)-6-azaspiro[3.5]nonane-6-carboxylate BrC1=C2C=NN(C2=CC(=C1CCC1=CN=C(O1)C1(CC2(C1)CN(CCC2)C(=O)OC(C)(C)C)O[Si](C)(C)C(C)(C)C)Cl)C2OCCCC2